N-(1-Cyclopropyl-2-oxo-1,2-dihydropyridin-3-yl)-2-((1r,4r)-4-((4-(4-(2,6-dioxopiperidin-3-yl)-1H-indol-1-yl)piperidin-1-yl)methyl)cyclohexyl)-6-methoxy-2H-indazole-5-carboxamide C1(CC1)N1C(C(=CC=C1)NC(=O)C1=CC2=CN(N=C2C=C1OC)C1CCC(CC1)CN1CCC(CC1)N1C=CC2=C(C=CC=C12)C1C(NC(CC1)=O)=O)=O